2-(1-(bromomethyl)cyclopropyl)acetonitrile BrCC1(CC1)CC#N